3-(5-(3-(7-cyanoimidazo[1,2-a]pyridine-3-carboxamido)-5-fluoro-4-methylphenyl)-1,2,4-oxadiazol-3-yl)azetidine-1-carboxylic acid methyl ester COC(=O)N1CC(C1)C1=NOC(=N1)C1=CC(=C(C(=C1)F)C)NC(=O)C1=CN=C2N1C=CC(=C2)C#N